4,5,6,7-tetrahydrobenzo[d]isoxazole-3-carboxylic acid O1N=C(C2=C1CCCC2)C(=O)O